FC(C1=NN=C(O1)C1=CC=C(CN2N=C(N=N2)C=2C=C3C=NC(=NC3=CC2)N)C=C1)F 6-(2-(4-(5-(difluoromethyl)-1,3,4-oxadiazol-2-yl)benzyl)-2H-tetrazol-5-yl)quinazolin-2-amine